NC1=C2C(=NC=N1)N(N=C2C2=NOC(=C2C2=NC=C(C=N2)C2CCN(CC2)C(=O)OCC=O)C2CC2)C21CC(C2)C1 2-oxoethyl 4-[2-[3-[4-amino-1-(1-bicyclo[1.1.1]pentanyl)pyrazolo[3,4-d]pyrimidin-3-yl]-5-cyclopropyl-isoxazol-4-yl]pyrimidin-5-yl]piperidine-1-carboxylate